C(CC)NC(O[C@H]1C[C@H](CC1)C1=CC(=NN1)NC(CC1=CN=C(S1)C)=O)=O (1R,3S)-3-(3-{[(2-methyl-1,3-thiazol-5-yl)acetyl]amino}-1H-pyrazol-5-yl)cyclopentyl propylcarbamate